1-(4-fluorobenzyl)piperidin FC1=CC=C(CN2CCCCC2)C=C1